5-((2-((1H-benzo[d][1,2,3]triazol-5-yl)methyl)-3-oxoisoindolin-1-yl)methyl)-6-methylpyrimidine-4-carbonitrile N1N=NC2=C1C=CC(=C2)CN2C(C1=CC=CC=C1C2=O)CC=2C(=NC=NC2C)C#N